N2-(2-(1-(Cyclopropylsulfonyl)-1H-pyrazol-4-yl)pyrimidin-4-yl)-N4-(((1r,3r)-3-((dimethylamino)methyl)cyclobutyl)methyl)-5-(1-methyl-1H-pyrazol-3-yl)pyridine-2,4-diamine C1(CC1)S(=O)(=O)N1N=CC(=C1)C1=NC=CC(=N1)NC1=NC=C(C(=C1)NCC1CC(C1)CN(C)C)C1=NN(C=C1)C